NC=1C=C(C=C(C1)C1=NC=CC=C1CO)C=1C(=C2C(=NC1)NCC21CC(CC1)O)Cl 5'-(3-Amino-5-(3-(hydroxymethyl)pyridin-2-yl)phenyl)-4'-chloro-1',2'-dihydrospiro[cyclopentane-1,3'-pyrrolo[2,3-b]pyridin]-3-ol